N1=CC(=CC=C1)C=1C=C(C=CC1)N1CC(=CC(=C1)C1=CC(=CC=C1)C=1C=NC=CC1)C1=CC(=CC=C1)C=1C=NC=CC1 1,3,5-tris[3-(3-pyridyl)phenyl]pyridine